CN1C(CC(CC1C)(C)OC(C(=C)C)=O)(C)C 2-methyl-2-propenoic acid-1,2,2,4,6-pentamethyl-4-piperidinyl ester